(2-bromo-4-fluorophenoxy)2-methylpyrimidine BrC1=C(OC2=NC(=NC=C2)C)C=CC(=C1)F